ClC=1C=CC(=C(C(=O)N2C3CC([C@H]([C@H]2CNC=2SC4=C(N2)C=CC(=C4)F)C)C3)C1)N1N=CC=N1 |o1:12,13| N-({(3S,4R) or (3R,4S)-2-[5-chloro-2-(2H-1,2,3-triazol-2-yl)benzoyl]-4-methyl-2-azabicyclo[3.1.1]heptan-3-yl}methyl)-6-fluoro-1,3-benzothiazol-2-amine